Ethyl-[[5-[3-[4-(trifluoromethyl)anilino]pyrazin-2-yl]-1,3,4-oxadiazol-2-yl]methyl]cyanamide C(C)N(C#N)CC=1OC(=NN1)C1=NC=CN=C1NC1=CC=C(C=C1)C(F)(F)F